OC(CN1CCN(CC1)CC)C 1-(2-hydroxypropyl)-4-ethylpiperazine